O1CCNCCNCCNCC1 1-oxa-4,7,10-triazacyclododecane